N1=CN=C(C2=C1NCC21CCC1)N1C[C@H](N(C[C@@H]1C)C(=O)OC(C)(C)C)C tert-butyl (2R,5S)-4-(6',7'-dihydrospiro[cyclobutane-1,5'-pyrrolo[2,3-d]pyrimidin]-4'-yl)-2,5-dimethylpiperazine-1-carboxylate